8-(2-Chloroacetyl)-4-((5-(2-methoxynaphthalen-1-yl)furan-2-yl)methyl)-1-thia-4,8-diazaspiro[4.5]decan-3-one ClCC(=O)N1CCC2(N(C(CS2)=O)CC=2OC(=CC2)C2=C(C=CC3=CC=CC=C23)OC)CC1